COC1=CC=C(C=N1)CNC 1-(6-methoxypyridin-3-yl)-N-methyl-methylamine